(2R,4S)-N-((S)-1-((4-(5-(difluoromethyl)-1,2,4-oxadiazol-3-yl)benzyl)amino)-1-oxopropan-2-yl)-1-ethyl-4-phenylpiperidine-2-carboxamide trifluoroacetate salt FC(C(=O)O)(F)F.FC(C1=NC(=NO1)C1=CC=C(CNC([C@H](C)NC(=O)[C@@H]2N(CC[C@@H](C2)C2=CC=CC=C2)CC)=O)C=C1)F